5-((5-Chloro-2-(1-methyl-1H-imidazol-2-yl)pyrimidin-4-yl)amino)-3-(3-hydroxy-3-methylbutyl)-1-methyl-1,3-dihydro-2H-benzo[d]imidazol-2-on ClC=1C(=NC(=NC1)C=1N(C=CN1)C)NC1=CC2=C(N(C(N2CCC(C)(C)O)=O)C)C=C1